dibenzylxylylenediamine C(C1=CC=CC=C1)NCC=1C(=CC=CC1)CNCC1=CC=CC=C1